FC(C1=CC2=C(SC(=C2)C(N[C@H]2CCCC[C@@H]3N(C2=O)[C@@H](CC3)C(N[C@H]3CN(CC3)C3=NN(C=C3)C)=O)=O)C=C1)P(O)(O)=O (fluoro(2-(((3S,6S,10aS)-3-(((R)-1-(1-methyl-1H-pyrazol-3-yl)pyrrolidin-3-yl)carbamoyl)-5-oxodecahydro-pyrrolo[1,2-a]azocin-6-yl)carbamoyl)benzo[b]thiophen-5-yl)methyl)phosphonic acid